(1-isopropylhexyl)(2-methylpropyl)phosphinic acid C(C)(C)C(CCCCC)P(O)(=O)CC(C)C